O1COC2=C1C=CC(=C2)CN2C[C@@H]1[C@H](C2)CC(C1)COC=1N=NC(=CC1)C=1N(N=CC1C)C (3aR,6aS)-2-(1,3-benzodioxol-5-ylmethyl)-5-[[6-(2,4-dimethylpyrazol-3-yl)pyridazin-3-yl]oxymethyl]-3,3a,4,5,6,6a-hexahydro-1H-cyclopenta[c]pyrrole